(S)-2-((2-(4-cyano-phenyl)propyl)-amino)-N-(5-(1-cyclobutyl-1H-pyrazol-4-yl)-pyridin-2-yl)-2-phenyl-acetamide C(#N)C1=CC=C(C=C1)C(CN[C@H](C(=O)NC1=NC=C(C=C1)C=1C=NN(C1)C1CCC1)C1=CC=CC=C1)C